3-(((3-bromo-6,7-dihydrospiro[cyclopenta[d]pyrazolo[1,5-a]pyrimidine-5,4'-piperidine]-8-yl)amino)methyl)benzonitrile dihydrochloride Cl.Cl.BrC=1C=NN2C1N=C1C(=C2NCC=2C=C(C#N)C=CC2)CCC12CCNCC2